OC1(CCC(CC1)OC=1C2=C(N=C(N1)NC1=C(C=C(C=C1)N1C(CCC1)=O)OC)NC=C2C#N)C 4-(((1s,4s)-4-hydroxy-4-methylcyclohexyl)oxy)-2-((2-methoxy-4-(2-oxopyrrolidin-1-yl)phenyl)amino)-7H-pyrrolo[2,3-d]pyrimidine-5-carbonitrile